aluminum tris-(ethylphosphonic acid) C(C)P(O)(O)=O.C(C)P(O)(O)=O.C(C)P(O)(O)=O.[Al]